6-(4-ethoxyphenyl)isoquinoline-8-carboxylic acid C(C)OC1=CC=C(C=C1)C=1C=C2C=CN=CC2=C(C1)C(=O)O